CC1=C(C=CC1)C 1,2-dimethylcyclopentadiene